6,7-Dihydro-1,1,2,3,3-pentamethyl-4(5H)indanon CC1(C(C(C=2C(CCCC12)=O)(C)C)C)C